2-isopropyl-8-METHYLPHENANTHRENE-3,4-dione C(C)(C)C1=CC=2C=CC3=C(C=CC=C3C2C(C1=O)=O)C